ClC=1C=C(C=CC1Cl)C(CN1C(N(C2=C1C=CC=C2)CC=2N=NN(C2)C2=CC(=CC=C2)OC)=N)O 1-(3,4-dichlorophenyl)-2-(2-imino-3-((1-(3-methoxyphenyl)-1H-1,2,3-triazol-4-yl)methyl)-2,3-dihydro-1H-benzo[d]imidazol-1-yl)ethan-1-ol